N1-(2-{5-[(1R,4R,7R)-7-amino-2-azabicyclo[2.2.1]heptane-2-carbonyl]-7-methoxy-1-methyl-1H-1,3-benzodiazol-2-yl}-1-(cyclopropylmethyl)-1H-pyrrolo[2,3-b]pyridin-6-yl)benzene-1,3-diamine N[C@H]1[C@@H]2N(C[C@H]1CC2)C(=O)C2=CC1=C(N(C(=N1)C1=CC=3C(=NC(=CC3)NC3=CC(=CC=C3)N)N1CC1CC1)C)C(=C2)OC